4-[4-Bromo-3-hydroxy-7-(4-methoxy-phenyl)-quinolin-2-yl]-4-oxo-butyric acid ethyl ester C(C)OC(CCC(=O)C1=NC2=CC(=CC=C2C(=C1O)Br)C1=CC=C(C=C1)OC)=O